3-(5-(5-fluoroisoindoline-2-carbonyl)-1-oxoisoindolin-2-yl)piperidine-2,6-dione FC=1C=C2CN(CC2=CC1)C(=O)C=1C=C2CN(C(C2=CC1)=O)C1C(NC(CC1)=O)=O